N1N=CC2=C(C=CC=C12)CN1N=CC2=C(C1=O)N(C1=C2SC(=N1)C(C)C1=NNC=C1)C 6-((1H-indazol-4-yl)methyl)-2-(1-(1H-pyrazol-3-yl)ethyl)-4-methyl-4,6-dihydro-5H-thiazolo[5',4':4,5]pyrrolo[2,3-d]pyridazin-5-one